OC1=C(C(=C(C=C1)C1(C2=CC=CC=C2C=2C=CC=CC12)C1=C(C(=C(C=C1)O)C)C)C)C 9,9-bis(hydroxydimethylphenyl)fluorene